C[C@@H]([C@H](CCCCCCCCC)O)O (2S,3S)-dodecane-2,3-diol